FNC=1C=CC=2C(=NSN2)C1 fluoro-2,1,3-benzothiadiazol-6-ylamine